5-(2-(2-chloro-4-fluorophenyl)pyrrolidin-1-yl)-3-fluoro-N-((R,E)-4-(methylsulfonyl)but-3-en-2-yl)picolinamide ClC1=C(C=CC(=C1)F)C1N(CCC1)C=1C=C(C(=NC1)C(=O)N[C@H](C)\C=C\S(=O)(=O)C)F